methyldihydrofuranone CC1C(OCC1)=O